1-((6-(5-(trifluoromethyl)-1,2,4-oxadiazol-3-yl)pyridin-3-yl)imino)hexahydro-1λ6-thiopyran 1-oxide FC(C1=NC(=NO1)C1=CC=C(C=N1)N=S1(CCCCC1)=O)(F)F